ClC1=CC(=C2C(=N1)C1(OCC2)COCC1)OCC1=NC=NC=C1 2'-chloro-4'-(pyrimidin-4-ylmethoxy)-4,5,5',6'-tetrahydro-2H-spiro[furan-3,8'-pyrano[3,4-b]pyridine]